acryloyloxybutyltrimellitic acid C(C=C)(=O)OCCCCC1=C(C(C(=O)O)=CC=C1C(=O)O)C(=O)O